OC1(CCC(CC1)C1CC12NCCC(C2)C(=O)N)C(C(F)(F)F)(F)F ((1r,4S)-4-hydroxy-4-(perfluoroethyl)cyclohexyl)-4-azaspiro[2.5]octane-7-carboxamide